4-amino-1,2-benzenedicarboxylic acid NC=1C=C(C(=CC1)C(=O)O)C(=O)O